COCCOCCN(C)CC=1C=C2C=C(NC2=C(C1)NC1CCOCC1)C1=CC=CC=C1 5-(((2-(2-methoxyethoxy)ethyl)(methyl)amino)methyl)-2-phenyl-N-(tetrahydro-2H-pyran-4-yl)-1H-indole-7-amine